NCCOCCOCCNC(OCC1C2=CC=CC=C2C=2C=CC=CC12)=O (9H-fluoren-9-yl)methyl (2-(2-(2-aminoethoxy)ethoxy)ethyl)-carbamate